FC1=C(C(=C(C=C1OC)OC)F)N1C(N(C2=C(C1)C=NC(=C2)C=2C(=NN(C2)C)C)C2COCC2)=O 3-(2,6-difluoro-3,5-dimethoxyphenyl)-7-(1,3-dimethyl-1H-pyrazol-4-yl)-1-(tetrahydrofuran-3-yl)-3,4-dihydropyrido[4,3-d]pyrimidin-2(1H)-one